CC=1C(=CN2N=C(N=C(C21)O)C=2N(C=CN2)C)C2=NN(C=C2)C 5-methyl-2-(1-methyl-1H-imidazol-2-yl)-6-(1-methyl-1H-pyrazol-3-yl)pyrrolo[2,1-f][1,2,4]triazin-4-ol